C(C)(=O)O.N1CCC2=CC=CC=C12 dihydroindole acetate